2-tetracosanyl-4,5-dihydro-1,3-oxazine C(CCCCCCCCCCCCCCCCCCCCCCC)C=1OCCCN1